4-(4-(4-chloro-1-ethyl-1H-imidazol-5-yl)benzyl)-2-(4-chloro-1-isopropyl-1H-pyrazol-5-yl)-6,7-dihydropyrazolo[1,5-a]pyrimidin-5(4H)-one ClC=1N=CN(C1C1=CC=C(CN2C=3N(CCC2=O)N=C(C3)C3=C(C=NN3C(C)C)Cl)C=C1)CC